ClC=1C=C(C(=O)O)C=C(C1F)Cl 3,5-dichloro-4-fluoro-benzoic acid